Cl.Cl.Cl.CC1(N(C(N(C1=O)C=1C=C(C(=NC1)C#N)C(F)(F)F)=S)C1=CC=C(C=C1)OCCN1CCNCC1)C 5-(4,4-Dimethyl-5-oxo-3-(4-(2-(piperazin-1-yl)ethoxy)phenyl)-2-thioxoimidazolidin-1-yl)-3-(trifluoromethyl)pyridinecarbonitrile tri-hydrochloride